rel-(S)-3-(5-(((3S,4S)-1-((8-fluoro-2-(4-hydroxycyclohexyl)quinazolin-6-yl)methyl)-4-(methoxymethyl)pyrrolidin-3-yl)oxy)-1-oxoisoindolin-2-yl)piperidine-2,6-dione FC=1C=C(C=C2C=NC(=NC12)C1CCC(CC1)O)CN1C[C@H]([C@@H](C1)COC)OC=1C=C2CN(C(C2=CC1)=O)[C@@H]1C(NC(CC1)=O)=O |o1:38|